C(CCCCCCCCCCCCCCCCCCC)C(=O)CCCCCCCCCCCCCCCCCCCC Dieicosylketone